FC(CN1N=CC=2C1=NC(=CN2)N2CCC1(CCN(C1)C1=NC=C(C=C1)C(F)(F)F)CC2)F 8-[1-(2,2-difluoroethyl)-1H-pyrazolo[3,4-b]pyrazin-6-yl]-2-[5-(trifluoromethyl)pyridin-2-yl]-2,8-diazaspiro[4.5]decane